NC1=C(C=C(N=N1)C1=C(C=CC=C1)O)N1CC2CCC(C1)N2C2=CC(=NC=C2)C#CCN2CC(CCC2)N 2-(6-amino-5-(8-(2-(3-(3-aminopiperidin-1-yl)prop-1-yn-1-yl)pyridin-4-yl)-3,8-diazabicyclo[3.2.1]octan-3-yl)pyridazin-3-yl)phenol